FC=1C(=NN(C1NC(C1=CC(=CC=C1)C)=O)C)C(F)(F)F N-(4-fluoro-1-methyl-3-(trifluoromethyl)-1H-pyrazol-5-yl)-3-methylbenzamide